6-ethyl-5-isobutyl-3-((3-(2-(2-(methylamino)acetamido)ethyl)phenyl)amino)pyrazine-2-carboxamide C(C)C1=C(N=C(C(=N1)C(=O)N)NC1=CC(=CC=C1)CCNC(CNC)=O)CC(C)C